lithium orthoborate B([O-])([O-])[O-].[Li+].[Li+].[Li+]